ClC=1C=C(C=CC1OC)C1OC1 2-(3-chloro-4-methoxyphenyl)oxirane